1-Ethyl 5-[(2R,6R)-2,6-dimethylmorpholin-4-yl]pyrazolo[1,5-a]pyrimidine-3-carboxylate C[C@@H]1CN(C[C@H](O1)C)C1=NC=2N(C=C1)N=CC2C(=O)OCC